zinc dithiolate C1=CSSC1C(=O)O.C1=CSSC1C(=O)O.[Zn]